OC1=C(C(=O)NCCC2=CNC3=C(C=CC=C23)OC)C=CC(=C1)C 2-hydroxy-N-(2-(7-methoxy-1H-indol-3-yl)ethyl)-4-methylbenzamide